methyl 1-cyclopropyl-2-oxo-1,2-dihydropyridine-3-carboxylate C1(CC1)N1C(C(=CC=C1)C(=O)OC)=O